6-[5-[2-[1-(6,7-dihydro-5H-pyrrolo[1,2-c]imidazol-1-yl)-2-ethoxy-2-oxo-ethyl]-7-fluoro-3-oxo-isoindolin-5-yl]-2-pyridinyl]-2,6-diazaspiro[3.3]heptane-2-carboxylic acid tert-butyl ester C(C)(C)(C)OC(=O)N1CC2(C1)CN(C2)C2=NC=C(C=C2)C=2C=C1C(N(CC1=C(C2)F)C(C(=O)OCC)C2=C1N(C=N2)CCC1)=O